C(C)(C)(C)NCC(=O)NC=1C(=C2C(CC(CC2=C(C1)N(C)C)CC=1C(C(=C(C(C1O)=O)C(=O)N)O)=O)=O)O {6-[2-(tert-butylamino)acetamido]-8-(dimethylamino)-5-hydroxy-4-oxo-1,2,3,4-tetrahydronaphthalen-2-yl}methyl-2,5-dihydroxy-3,6-dioxocyclohexa-1,4-diene-1-carboxamide